ClC=1C=C(CN2C3=C(OCC2=O)C=C(C=C3)NC(=O)NC3=CC=C2C=CNC2=C3)C=CC1F 1-(4-(3-chloro-4-fluorobenzyl)-3-oxo-3,4-dihydro-2H-benzo[b][1,4]oxazin-7-yl)-3-(1H-indol-6-yl)urea